2-(1-phenyl-1H-pyrazol-4-yl)-N-(piperidin-4-yl)-N-(propan-2-yl)-1H-imidazole-4-carboxamide C1(=CC=CC=C1)N1N=CC(=C1)C=1NC=C(N1)C(=O)N(C(C)C)C1CCNCC1